3-methylphenyl(phenylamino)triphenylamine CC=1C=C(C=CC1)C=1C(=C(C=CC1)N(C1=CC=CC=C1)C1=CC=CC=C1)NC1=CC=CC=C1